N-(5-(3-(7H-pyrrolo[2,3-d]pyrimidin-4-yl)pyridin-2-ylamino)-2-chlorophenyl)-3-(2-cyanopropan-2-yl)benzamide N1=CN=C(C2=C1NC=C2)C=2C(=NC=CC2)NC=2C=CC(=C(C2)NC(C2=CC(=CC=C2)C(C)(C)C#N)=O)Cl